N-BocaminoAlcohol C(=O)(OC(C)(C)C)NO